ClC=1C(=NC=CC1C1=NC(=C(C=C1)CNCC(C)O)OC)C1=C(C(=CC=C1)NC1=NC=CC(=C1F)CNCC(C)O)Cl 1-(((3'-chloro-2'-(2-chloro-3-((3-fluoro-4-(((2-hydroxypropyl)amino)methyl)pyridin-2-yl)amino)phenyl)-6-methoxy-[2,4'-bipyridin]-5-yl)methyl)amino)propan-2-ol